N=1SN=C2C1C=CC(=C2)C[C@H]2C[C@@H](N(C2)C(=O)OC(C)(C)C)C(=O)OCC2=CC=CC=C2 2-Benzyl 1-(tert-butyl) (2R,4S)-4-(benzo[c][1,2,5]thiadiazol-5-ylmethyl)pyrrolidine-1,2-dicarboxylate